C(C)(C)(C)OC(=O)N1CC(CCC1)C1=C2C=C(NC2=C(C(=C1F)F)C(N)=O)C 3-(7-carbamoyl-5,6-difluoro-2-methyl-1H-indol-4-yl)piperidine-1-carboxylic acid tert-butyl ester